FC(C=1N=C(OC1C(=O)N1[C@@H](C2=C(CC1)NC=N2)C=2OC1=C(N2)C=C(C=C1)C)C=1N=CN(C1)C)F (S)-(4-(difluoromethyl)-2-(1-methyl-1H-imidazol-4-yl)oxazol-5-yl)(4-(5-methylbenzo[d]oxazol-2-yl)-6,7-dihydro-1H-imidazo[4,5-c]pyridin-5(4H)-yl)methanone